ethyl 4-hydroxythieno[2,3-b]pyridine-5-carboxylate OC1=C2C(=NC=C1C(=O)OCC)SC=C2